2-[2-chloro-4-(tri-fluoromethoxy)-phenoxy]-N-(2-methyl-4-pyridyl)-5-(trifluoromethyl)pyridine butyl-2-(4-amino-8-methyl-6-(trifluoromethyl)-9H-pyrimido[4,5-b]indol-9-yl)acetate C(CCC)OC(CN1C2=C(C3=CC(=CC(=C13)C)C(F)(F)F)C(=NC=N2)N)=O.ClC2=C(OC1N(C=C(C=C1)C(F)(F)F)C1=CC(=NC=C1)C)C=CC(=C2)OC(F)(F)F